FC=1C=C(CNC(C(C(CC)NC[C@H](CC(C)C)NC(CCC2=CC=CC=C2)=O)=O)=O)C=C(C1)OC N-(3-fluoro-5-methoxybenzyl)-3-((S)-4-methyl-2-(3-phenylpropionylamino)-pentylamino)-2-oxopentanamide